{3-[5-amino-6-(2-chloro-3,6-difluoro-benzyloxy)-pyrazin-2-yl]-phenyl}-[(3S)-3-dimethylamino-pyrrolidin-1-yl]-methanone NC=1N=CC(=NC1OCC1=C(C(=CC=C1F)F)Cl)C=1C=C(C=CC1)C(=O)N1C[C@H](CC1)N(C)C